(S)-4-benzyl-3-((S)-2-(1-(trifluoromethyl)cyclopropane-1-carbonyl)-2,6-diazaspiro[3.4]octane-8-carbonyl)oxazolidin-2-one C(C1=CC=CC=C1)[C@@H]1N(C(OC1)=O)C(=O)[C@@H]1CNCC12CN(C2)C(=O)C2(CC2)C(F)(F)F